butyl-α-cyanoacrylate C(CCC)OC(C(=C)C#N)=O